C(C=C)N1C=C(C2=CC=CC=C12)C=O (prop-2-en-1-yl)-1H-indole-3-carbaldehyde